4-phenyl-4-aza-pentacyclo[9.2.1.11,7.02,6.08,13]-10-pentadecene-3-one C1(=CC=CC=C1)N1C(C2C34C5CC(=CCC5C(C2C1)C4)C3)=O